Ethyl-{[5-(4-fluorophenyl)-1-phenyl-1H-pyrazol-3-yl]oxy}acetat C(C)OC(COC1=NN(C(=C1)C1=CC=C(C=C1)F)C1=CC=CC=C1)=O